(3Z)-3-hexen-1-yl (2E)-2-methyl-2-butenoate C/C(/C(=O)OCC\C=C/CC)=C\C